CC=1C=C(C=CC1OC1=CC2=C(N(C=N2)C)C=C1)NC1=NC=NN2C1=C(C=C2)C2CCN(CC2)C(\C=C\CN2CC1(COC1)CC2)=O (E)-1-(4-(4-((3-methyl-4-((1-methyl-1H-benzo[d]imidazol-5-yl)oxy)phenyl)amino)pyrrolo[2,1-f][1,2,4]triazin-5-yl)piperidin-1-yl)-4-(2-oxa-6-azaspiro[3.4]octan-6-yl)but-2-en-1-one